7-[[5-[3-(difluoromethyl)-1,2,4-oxadiazol-5-yl]-4-[[(1S)-2-hydroxy-1-phenyl-ethyl]amino]pyrimidin-2-yl]amino]-2-methyl-1,4-dihydroisoquinolin-3-one FC(C1=NOC(=N1)C=1C(=NC(=NC1)NC1=CC=C2CC(N(CC2=C1)C)=O)N[C@H](CO)C1=CC=CC=C1)F